Morpholinedione N1C(C(OCC1)=O)=O